7-(6-methylpyridin-3-yl)-6,8-dioxo-3,4,6,8,12,12a-hexahydro-2H-pyrido[1',2':4,5]pyrazino[2,1-b][1,3]oxazine-9-carboxylic acid CC1=CC=C(C=N1)C=1C(C(=CN2CC3OCCCN3C(C21)=O)C(=O)O)=O